5-[1-(2H3)methyl-1H-pyrazol-4-yl]pyridin-3-ol dihydrochloride Cl.Cl.C(N1N=CC(=C1)C=1C=C(C=NC1)O)([2H])([2H])[2H]